tert-butyl (2S)-2-[(2-bromo-4-nitro-phenoxy)methyl]piperidine-1-carboxylate BrC1=C(OC[C@H]2N(CCCC2)C(=O)OC(C)(C)C)C=CC(=C1)[N+](=O)[O-]